C(C)(C)C1=CC=CC2=C1SC1=C2C=CC=C1C(C)C 4,6-diisopropyl-dibenzothiophene